[N+](=O)([O-])C1=C(C=CC=C1)NCCCO 3-((2-nitrophenyl)amino)propan-1-ol